COC(=O)C1(CCC2(C(=CC3=CC=4OCOC4C=C23)Br)CC1)NC1=C(C(=CC=C1)Cl)C (1s,4s)-6'-bromo-4-(3-chloro-2-methylanilino)-2'H-spiro[cyclohexane-1,5'-indeno[5,6-d][1,3]dioxole]-4-carboxylic acid methyl ester